C(C)OC(=O)[C@]1([C@@H](C1)CO)C(F)(F)F |r| rac-(1s,2r)-2-(hydroxymethyl)-1-(trifluoromethyl)cyclopropane-1-carboxylic acid ethyl ester